C(CCCCCCC\C=C/CCCCCCCC)(=O)OCC(CN(C)C)OC(CCCCCCC\C=C/CCCCCCCC)=O 1,2-Dioleoyloxy-3-(dimethylamino)propane